ClC1=C(OC(C(=O)O)C)C=CC(=C1)OC 2-(2-chloro-4-methoxyphenoxy)propionic acid